5-(hydroxymethyl)-oxazole-3-carboxylic acid ethyl ester C(C)OC(=O)N1COC(=C1)CO